COC(=O)[C@H]1N([C@H]2[C@@H](C[C@@H]1[C@@H]2F)O)[C@H](C)C2=CC=CC=C2 (1s,3s,4s,6r,7S)-7-fluoro-6-hydroxy-2-((R)-1-phenylethyl)-2-azabicyclo[2.2.1]Heptane-3-carboxylic acid methyl ester